dimethyl-(trimethylsilane) phosphite P(O)(O)O.CC([SiH](C)C)C